BrC1=CC=C(C(=C1)C1=CC=C(C=C1)C(C)(F)F)C(=O)NC1=CC(=C(C=C1)OC)N1CCC(CC1)(F)F 5-bromo-4'-(1,1-difluoroethyl)-N-(3-(4,4-difluoropiperidin-1-yl)-4-methoxyphenyl)-[1,1'-biphenyl]-2-carboxamide